1,4-phenylenebis(methylene) didodecyl dicarbonotrithioate C(=S)(SCC1=CC=C(C=C1)CSC(=S)SCCCCCCCCCCCC)SCCCCCCCCCCCC